BrCC1=C(C=CC(=C1)C(=O)N)C bromomethyl-p-toluamide